C(=C\C)/C1C(C1)CS(=O)[O-].[Na+] sodium (E)-(2-(prop-1-en-1-yl)cyclopropyl)methanesulfinate